2-[(9S)-7-(4-hydroxyphenyl)-4,5,13-trimethyl-3-thia-1,8,11,12-tetraazatricyclo[8.3.0.02,6]trideca-2(6),4,7,10,12-pentaen-9-yl]-N-phenylacetamide OC1=CC=C(C=C1)C=1C=2C(=C(SC2N2C(=NN=C2[C@@H](N1)CC(=O)NC1=CC=CC=C1)C)C)C